methyl (S)-oxirane-2-carboxylate O1[C@@H](C1)C(=O)OC